FC1=CC=C(C=C1)C1CC(C(N1C)=O)C(=O)O 5-(4-fluorophenyl)-1-methyl-2-oxopyrrolidine-3-carboxylic acid